7-(PYRAZOL-5-YL)-INDOLE N1N=CC=C1C=1C=CC=C2C=CNC12